(R)-6-(2-amino-3-phenylpropoxy)quinoline-5-carboxylic acid phenylmethyl ester dihydrochloride Cl.Cl.C1(=CC=CC=C1)COC(=O)C=1C=2C=CC=NC2C=CC1OC[C@@H](CC1=CC=CC=C1)N